2-((1R,4S)-2-oxabicyclo[2.2.1]heptan-4-yl)-N-(6-(difluoromethyl)pyridin-2-yl)-7-isopropoxyimidazo[1,2-a]pyridine-6-carboxamide [C@@H]12OC[C@@](CC1)(C2)C=2N=C1N(C=C(C(=C1)OC(C)C)C(=O)NC1=NC(=CC=C1)C(F)F)C2